BrC1=C(C(=CC(=C1)C)C(NC)=O)NC(=O)C1CCN(CC1)C(=O)OC(C)(C)C tert-butyl 4-[[2-bromo-4-methyl-6-(methylcarbamoyl)phenyl]carbamoyl]piperidine-1-carboxylate